[Sb].[Sn].[Ge].[Sn] tin germanium tin antimony